ClC=1C(=C(C=O)C(=C(C1O)C\C=C(\C=C\[C@]1([C@@H](C=CC([C@@H]1C)=O)C)C)/C)O)C 3-chloro-4,6-dihydroxy-2-methyl-5-((2E,4E)-3-methyl-5-((1S,2R,6R)-1,2,6-trimethyl-5-oxocyclohex-3-en-1-yl)penta-2,4-dien-1-yl)benzaldehyde